C(CCCCCCCCC\C=C/CCCCCCCC(=O)N)CCCCCCCC\C=C/CCCCCCCC(=O)N Ethylen-Bis-Oleamid